{3-[(3S)-3-amino-1,3-dihydrospiro[indene-2,4'-piperidin]-1'-yl]-6-[(2-amino-3-chloropyridin-4-yl)sulfanyl]pyridin-2-yl}methanol N[C@@H]1C2=CC=CC=C2CC12CCN(CC2)C=2C(=NC(=CC2)SC2=C(C(=NC=C2)N)Cl)CO